C(CCCCCCC)C1C(NSC1)=O 4-(n-octyl)isothiazolin-3-one